N-(2-methoxypyridin-4-yl)-2-(6-azaspiro[2.5]oct-6-yl)-5-(trifluoromethyl)nicotinamide COC1=NC=CC(=C1)NC(C1=C(N=CC(=C1)C(F)(F)F)N1CCC2(CC2)CC1)=O